(2R,3R,3aS,6S,6aR)-6-[(2-amino-3-bromoquinolin-7-yl)oxy]-2-(4-amino-5-phenyl-7H-pyrrolo[2,3-d]pyrimidin-7-yl)hexahydro-3aH-cyclopenta[b]furan-3,3a-diol NC1=NC2=CC(=CC=C2C=C1Br)O[C@H]1CC[C@]2([C@@H]1O[C@H]([C@@H]2O)N2C=C(C1=C2N=CN=C1N)C1=CC=CC=C1)O